FC(C1=NN=C(O1)C1=CC(=C(C=C1)CN(S(=O)(=O)N1C=CS(C=C1)(=O)=N)C1=CC=C(C=C1)F)F)F N-[[4-[5-(difluoromethyl)-1,3,4-oxadiazol-2-yl]-2-fluoro-phenyl]methyl]-N-(4-fluorophenyl)-1-imino-1-oxo-1,4-thiazine-4-sulfonamide